3-(2-((tert-butoxycarbonyl)amino)ethoxy)-5-chlorothiophene-2-carboxylic acid C(C)(C)(C)OC(=O)NCCOC1=C(SC(=C1)Cl)C(=O)O